C(OC[C@H]1O[C@@]([C@@H]2OC(CCCC(O[C@@H]21)=O)=O)(C#N)C2=CC=C1C(=NC=NN12)N)(OCC(C)(C)C)=O ((7aR,8R,10R,10aR)-10-(4-aminopyrrolo[2,1-f][1,2,4]triazin-7-yl)-10-cyano-2,6-dioxooctahydro-2H-furo[3,4-b][1,4]dioxonin-8-yl)methyl neopentyl carbonate